4-amino-1,6-dimethyl-3-nitro-pyridin-2-one NC1=C(C(N(C(=C1)C)C)=O)[N+](=O)[O-]